2-(piperidin-3-yl)-1,2,3,4-tetrahydroisoquinolin-4-amine N1CC(CCC1)N1CC2=CC=CC=C2C(C1)N